C(C)(C)(C)OC(=O)N1CCC(CC1)(CO)C(O)C=1N=NN(C1)CC1=CC=CC=C1 4-((1-benzyl-1H-1,2,3-triazol-4-yl)(hydroxy)methyl)-4-(hydroxymethyl)piperidine-1-carboxylic acid tert-butyl ester